2,3-trans-diphenyl-1-methylcyclopropane C1(=CC=CC=C1)C1C(C1C1=CC=CC=C1)C